ClC1=NC=NC=N1 chloro-s-triazine